C(C)(=O)N[C@@H](CC1=CC(=CC=C1)O)B(O)O (1R)-1-acetylamino-2-(3-hydroxyphenyl)ethylboronic acid